1-(4-(1H-indol-3-yl)-2-(3-methylmorpholino)-5,8-dihydropyrido[3,4-d]pyrimidin-7(6H)-yl)-2-methylpropan-2-en-1-one N1C=C(C2=CC=CC=C12)C=1C2=C(N=C(N1)N1C(COCC1)C)CN(CC2)C(C(=C)C)=O